ClC1=CC=CC(=C1C1=CC=C(C=C1)F)NC1=C(C(=O)O)C=CC=C1 2-((6-chloro-4'-fluoro-[1,1'-biphenyl]-2-yl)amino)benzoic acid